C(C(=C)C)(=O)OCCOC([C@@H](C)SC=1C=C(C(=CC1Cl)F)C1=C(C(=C(C(=C1F)F)F)F)F)=O (R)-2-((2-((4-chloro-2',3',4',5',6,6'-hexafluoro-[1,1'-biphenyl]-3-yl)thio)propanoyl)oxy)ethyl methacrylate